Cl.ClC=1C(=NC=C(C1)C(F)(F)F)CN (3-chloro-5-(trifluoromethyl)pyridin-2-yl)methylamine hydrochloride